ethyl 4-(1-(4-chlorophenyl)ethyl)-6-methyl-7-oxo-1-tolyl-6,7-dihydro-1H-pyrrolo[2,3-c]pyridin-2-carboxylate ClC1=CC=C(C=C1)C(C)C=1C2=C(C(N(C1)C)=O)N(C(=C2)C(=O)OCC)C2=C(C=CC=C2)C